1-(4,6-diaminos-triazin-2-yl)ethyl-2-undecylimidazole NC1=NC(=NC(=N1)N)C(C)C=1N=C(NC1)CCCCCCCCCCC